tert-butyl 4-(2-(3-amino-6-(2-(methoxymethoxy)phenyl)pyridazin-4-yl)-3-fluoropyridin-4-yl)piperidine-1-carboxylate NC=1N=NC(=CC1C1=NC=CC(=C1F)C1CCN(CC1)C(=O)OC(C)(C)C)C1=C(C=CC=C1)OCOC